(S)-4-((2-(dimethylamino)-2-oxoethyl)(4-(5,6,7,8-tetrahydro-1,8-naphthyridin-2-yl)butyl)amino)-2-(quinazolin-4-ylamino)butanoic acid CN(C(CN(CC[C@@H](C(=O)O)NC1=NC=NC2=CC=CC=C12)CCCCC1=NC=2NCCCC2C=C1)=O)C